6-fluoro-2-(4-(piperidin-1-yl)styryl)benzo[d]thiazole FC1=CC2=C(N=C(S2)C=CC2=CC=C(C=C2)N2CCCCC2)C=C1